BrC1=CC=C(C2=CC=CC=C12)OC(F)F 1-bromo-4-(difluoromethoxy)naphthalene